CC1=C(C(=C2C=CC=CC2=C1)C1=CC(=CC2=CC=CC=C12)C)N 3,3'-dimethylbinaphthyl-amine